N-Methyl-6-(2-methylimidazo[1,2-a]pyrimidin-6-yl)-N-(2,2,6,6-tetramethylpiperidin-4-yl)[1,3]thiazolo[4,5-c]pyridin-2-amin CN(C=1SC2=C(C=NC(=C2)C=2C=NC=3N(C2)C=C(N3)C)N1)C1CC(NC(C1)(C)C)(C)C